C(C1=CC=CC=C1)OC1=C(C=CC(=C1)Br)OCCC1CC1 2-(benzyloxy)-4-bromo-1-(2-cyclopropylethoxy)benzene